CC1(CC(C1)C(=O)NC=1N=C2N(C(=CC=C2)C=2C=C(C3=C(OC(O3)CO)C2)C2=CC=C(O2)P(O)(O)=O)C1)C [5-[6-[2-[(3,3-dimethylcyclobutanecarbonyl)amino]imidazo[1,2-a]pyridin-5-yl]-2-(hydroxymethyl)-1,3-benzodioxol-4-yl]-2-furyl]phosphonic acid